The molecule is a hydroxy fatty acid anion that is the conjugate base of 18-hydroxyarachidonic acid, arising from deprotonation of the carboxy group; major species at pH 7.3. It is a hydroxy fatty acid anion, a long-chain fatty acid anion and a polyunsaturated fatty acid anion. It is a conjugate base of a 18-HETE. CCC(CC/C=C\\C/C=C\\C/C=C\\C/C=C\\CCCC(=O)[O-])O